C(C)C1(C=CC=C1)C1=C(CCC=C1)[Ir] 1-Ethylcyclopentadienyl-1,3-cyclohexadienyliridium (I)